ClC1=C(C=CC(=C1)C=1N=NN(C1)CC1=NC=C(C=C1F)C=1OC(=NN1)C(F)F)CNC 1-(2-chloro-4-(1-((5-(5-(difluoromethyl)-1,3,4-oxadiazol-2-yl)-3-fluoropyridin-2-yl)methyl)-1H-1,2,3-triazol-4-yl)phenyl)-N,N-dimethylamine